3-(2-methyl-4-oxo-6-(4-(piperidin-1-ylmethyl)phenethyl)quinazolin-3(4H)-yl)piperidine-2,6-dione CC1=NC2=CC=C(C=C2C(N1C1C(NC(CC1)=O)=O)=O)CCC1=CC=C(C=C1)CN1CCCCC1